ethyl 2-(3-bromo-2-(1,3-dioxolan-2-yl)phenoxy)acetate BrC=1C(=C(OCC(=O)OCC)C=CC1)C1OCCO1